O[C@]12CC[C@H]([C@@H](CCCC(C)C)C)[C@]2(CC[C@@H]2[C@]3(CC[C@@H](CC3=CC[C@@H]12)O)C)C 14-hydroxycholesterol